1-(4-(tert-butyl)-3-(4-methoxybutoxy)phenyl)cyclopentane-1,3-diamine C(C)(C)(C)C1=C(C=C(C=C1)C1(CC(CC1)N)N)OCCCCOC